2,2-dimethyl-5-(5-(trifluoromethyl)pyridin-2-yl)morpholine hydrochloride Cl.CC1(CNC(CO1)C1=NC=C(C=C1)C(F)(F)F)C